3-[1,1'-biphenyl]-4-yl-6-chloro-7-methoxy-2-methyl-4(1H)-quinolinone C1(=CC=C(C=C1)C1=C(NC2=CC(=C(C=C2C1=O)Cl)OC)C)C1=CC=CC=C1